COC(=O)C1[C@H]2CNC[C@@H]12.BrC1=NC(=CC=C1)CO[Si](C)(C)C(C)(C)C 2-bromo-6-(((tert-butyldimethylsilyl)oxy)methyl)pyridine methyl-(1R,5S)-3-azabicyclo[3.1.0]hexane-6-carboxylate